Cl.COC1=C(C=C(C=C1)C(=O)N1CCC(CC1)OC1CCNCC1)N1C(NC(CC1)=O)=O 1-(2-methoxy-5-(4-(piperidin-4-yloxy)piperidine-1-carbonyl)phenyl)dihydropyrimidine-2,4(1H,3H)-dione HCl salt